(4-(2-chlorophenyl)thiazol-2-yl)-2-methyl-4-morpholinobenzamide ClC1=C(C=CC=C1)C=1N=C(SC1)C=1C(=C(C(=O)N)C=CC1N1CCOCC1)C